(R)-N-(1-(6-fluoro-5-(trifluoromethoxy)-1H-indole-2-carbonyl)piperidin-3-yl)ethenesulfonamide FC1=C(C=C2C=C(NC2=C1)C(=O)N1C[C@@H](CCC1)NS(=O)(=O)C=C)OC(F)(F)F